di(n-octylphenyl)phosphoric acid CCCCCCCCC1=CC=CC=C1OP(=O)(O)OC2=CC=CC=C2CCCCCCCC